1-(1H-indol-3-yl)-3-(3-oxo-4-(pyridin-4-ylmethyl)-3,4-dihydro-2H-benzo[b][1,4]thiazin-6-yl)urea N1C=C(C2=CC=CC=C12)NC(=O)NC1=CC2=C(SCC(N2CC2=CC=NC=C2)=O)C=C1